tert-butyl 3-[2-[6-(2-cyano-3,6-difluoro-phenoxy)-4-oxo-quinazolin-3-yl]ethyl]piperidine-1-carboxylate C(#N)C1=C(OC=2C=C3C(N(C=NC3=CC2)CCC2CN(CCC2)C(=O)OC(C)(C)C)=O)C(=CC=C1F)F